5-[(2-ethylimidazo[1,2-a]pyridin-3-yl)carbonyl]-2-methoxybenzonitrile C(C)C=1N=C2N(C=CC=C2)C1C(=O)C=1C=CC(=C(C#N)C1)OC